1,2,4-oxadiazole-3-carboxylic acid methyl ester 2-trifluoromethylbenzoate FC(C1=C(C(=O)O)C=CC=C1)(F)F.COC(=O)C1=NOC=N1